racemic-2-allyl-1-(8-hydroxy-8-methyl-5,6,7,8-tetrahydroquinolin-2-yl)-6-((3-methyl-4-(4-methylpiperazin-1-yl)phenyl)amino)-1,2-dihydro-3H-pyrazolo[3,4-d]pyrimidin-3-one C(C=C)N1N(C2=NC(=NC=C2C1=O)NC1=CC(=C(C=C1)N1CCN(CC1)C)C)C1=NC=2[C@](CCCC2C=C1)(C)O |r|